(R)-N-(1-(6-aminopyridin-2-yl)ethyl)-5-(4-(trifluoromethyl)phenyl)-2-naphthamide NC1=CC=CC(=N1)[C@@H](C)NC(=O)C1=CC2=CC=CC(=C2C=C1)C1=CC=C(C=C1)C(F)(F)F